COC(=O)CCC=1C(=C(NC1)C=O)C 4-Methoxycarbonylethyl-3-methyl-2-pyrrolecarboxaldehyde